6,8-dimethyl-non-7-enal CC(CCCCC=O)C=C(C)C